N-(5-(tert-butyl)-2-(4-iodobutoxy)phenyl)-1-(2,5-dimethoxyphenyl)-5-methyl-1H-1,2,3-triazole-4-carboxamide C(C)(C)(C)C=1C=CC(=C(C1)NC(=O)C=1N=NN(C1C)C1=C(C=CC(=C1)OC)OC)OCCCCI